C1(=CC(=CC=C1)[C@H](C)N)C (S)-1-(m-tolyl)ethylamine